tert-butyl 5-(3-((1-((3-aminobenzyl)sulfonyl)-2,2-dimethylpiperidin-4-yl)amino)-2-fluorophenyl)-4-chloro-3-(2-ethoxy-2-oxoethoxy)thiophene-2-carboxylate NC=1C=C(CS(=O)(=O)N2C(CC(CC2)NC=2C(=C(C=CC2)C2=C(C(=C(S2)C(=O)OC(C)(C)C)OCC(=O)OCC)Cl)F)(C)C)C=CC1